diethyl ((7-bromo-3-((3-hydroxy-3-methylbutyl)amino)isoquinolin-6-yl)difluoromethyl)phosphonate BrC1=C(C=C2C=C(N=CC2=C1)NCCC(C)(C)O)C(F)(F)P(OCC)(OCC)=O